methyl 5-(2-(4-fluorophenyl) butyrylcarbamoyl)-2-amino-4-methylthiophene-3-carboxylate FC1=CC=C(C=C1)C(C(=O)NC(=O)C1=C(C(=C(S1)N)C(=O)OC)C)CC